C(#N)C=1C=C(C=CC1CN1C(=NC=C1)CC)C1=C(SC(=C1)CC(C)C)S(=O)(=O)N 3-(3-cyano-4-((2-ethyl-1H-imidazol-1-yl)methyl)phenyl)-5-isobutylthiophene-2-sulfonamide